4-(2-((1-(2-(2,6-dioxopiperidin-3-yl)-1,3-dioxoisoindolin-5-yl)piperidine-4-yl)methoxy)ethyl)piperidine-1-carboxylate O=C1NC(CCC1N1C(C2=CC=C(C=C2C1=O)N1CCC(CC1)COCCC1CCN(CC1)C(=O)[O-])=O)=O